BrC1=CC=C(C=C1)C(O)(C=1C=NC=C(C1)N1CCCC1)C1(CN(C1)C)C (4-Bromo-phenyl)-(1,3-dimethyl-azetidin-3-yl)-(5-pyrrolidin-1-yl-pyridin-3-yl)-methanol